FC=1C=NC=CC1C1=CN=C(S1)NC1=CC2=C(C=N1)N=CN2CCC2(N(CCC2)C(C=C)=O)C(=O)N [2-[6-[[5-(3-fluoro-4-pyridyl)thiazol-2-yl]amino]imidazo[4,5-c]pyridin-1-yl]ethyl]-1-prop-2-enoyl-pyrrolidine-2-carboxamide